N-[4-chloro-3-(trifluoromethyl)phenyl]-3-oxobutanamide ClC1=C(C=C(C=C1)NC(CC(C)=O)=O)C(F)(F)F